2-(benzothiazole-2-yl)-9,10-diphenylanthracene S1C(=NC2=C1C=CC=C2)C2=CC1=C(C3=CC=CC=C3C(=C1C=C2)C2=CC=CC=C2)C2=CC=CC=C2